tert-butyl (2S)-4-hydroxy-4-(3-(hydroxymethyl)pyridin-4-yl)-2-methylpyrrolidine-1-carboxylate OC1(C[C@@H](N(C1)C(=O)OC(C)(C)C)C)C1=C(C=NC=C1)CO